3,3'-((2-amino-2-((2-carboxyethoxy)methyl)propane-1,3-diyl)bis(oxy))dipropionic acid NC(COCCC(=O)O)(COCCC(=O)O)COCCC(=O)O